ClC1=C(C(=NN1)C)NC(=O)C1=CC(=C(C=C1O[C@H](C(F)(F)F)C)C1=CC=C2CCCN(C2=N1)C(=O)OC(C)(C)C)F tert-butyl (S)-7-(4-((5-chloro-3-methyl-1H-pyrazol-4-yl)carbamoyl)-2-fluoro-5-((1,1,1-trifluoropropan-2-yl)oxy)phenyl)-3,4-dihydro-1,8-naphthyridine-1(2H)-carboxylate